FCC1(CC1)CNC=1C=C(C(=O)OCC)C=CC1[N+](=O)[O-] Ethyl 3-(((1-(Fluoromethyl)cyclopropyl)methyl)amino)-4-nitrobenzoate